C1(=CC=CC=C1)C1=CC=CC=2C3=CC=CC=C3OP(C12)=O phenyl-9,10-dihydro-9-oxa10-phosphaphenanthrene 10-oxide